NC1=C(C=CC=C1)C1=CC=C(C=C1)C1=CC=C(C=C1)C1=C(C=CC=C1)N 2,2'''-diamino-p-quaterphenyl